C(C)(C)C1=NC=C(C=N1)B(O)O (2-ISOPROPYLPYRIMIDIN-5-YL)BORONIC ACID